OC=1C=CC=C2NC=C(CCN(C(C)C)C)C12 4-hydroxy-N-Methyl-N-Isopropyl-tryptamine